C(C=C)(=O)[O-].[NH4+].CN(CCS(=O)(=O)O)C Dimethyl-taurine ammonium acrylate